C(C)(C)(C)OC(=O)NC1=CC(=C(C(=O)O)C=C1F)O[C@H](C(F)(F)F)C (S)-4-((tert-butoxycarbonyl)amino)-5-fluoro-2-((1,1,1-trifluoropropan-2-yl)oxy)benzoic acid